O1CCOC12CCC(CC2)N2N=CC(=C2)C=2N=C(C=1N(C2)N=CC1C#N)C=1C=NC(=CC1)N1CCC2(CC1)OCC=1C2=NC=CC1 6-[1-(1,4-dioxaspiro[4.5]decan-8-yl)pyrazol-4-yl]-4-(6-spiro[5H-furo[3,4-b]pyridine-7,4'-piperidine]-1'-yl-3-pyridyl)pyrazolo[1,5-a]pyrazine-3-carbonitrile